2-chloro-6,7-dihydro-5H-thiazolo[4,5-f]indole ClC=1SC=2C(=CC=3CCNC3C2)N1